[Bi+3].C(CCCCCCC\C=C/C\C=C/CCCCC)(=O)[O-].C(CCCCCCC\C=C/C\C=C/CCCCC)(=O)[O-].C(CCCCCCC\C=C/C\C=C/CCCCC)(=O)[O-] tris(linoleate) bismuth